5-(thiocyanato-methyl)-furan S(C#N)CC1=CC=CO1